(R)-4-Chloro-3'-(((2-(2,3-dihydro-1H-inden-1-yl)-1-oxoisoindolin-5-yl)oxy)methyl)-[1,1'-biphenyl]-3-carboxylic acid ClC1=C(C=C(C=C1)C1=CC(=CC=C1)COC=1C=C2CN(C(C2=CC1)=O)[C@@H]1CCC2=CC=CC=C12)C(=O)O